ethyl (R)-N-(but-3-en-1-yl)-N-(1-(4-methoxyphenyl)ethyl)glycinate C(CC=C)N(CC(=O)OCC)[C@H](C)C1=CC=C(C=C1)OC